C1(CC1)C1=CC(=C(C(=C1)C)N1N=C2N=C(NC(C2=C1)=O)C(C)(C)O)C 2-(4-cyclopropyl-2,6-dimethylphenyl)-6-(2-hydroxypropan-2-yl)-2,5-dihydro-4H-pyrazolo[3,4-d]pyrimidin-4-one